(R)-N-(2-chloro-3-((2,2-dimethyl-2,3-dihydroimidazo[1,2-c]quinazolin-9-yl)oxy)phenyl)-3-fluoropyrrolidine-1-sulfonamide ClC1=C(C=CC=C1OC1=CC=2C=3N(C=NC2C=C1)CC(N3)(C)C)NS(=O)(=O)N3C[C@@H](CC3)F